tert-butyl 4-(4-(4,7-dichloro-2-(2-ethoxy-1-((R)-6-fluoro-6,7-dihydro-5H-pyrrolo[1,2-c]imidazol-1-yl)-2-oxoethyl)-2H-indazol-6-yl)phenyl)piperazine-1-carboxylate ClC=1C2=CN(N=C2C(=C(C1)C1=CC=C(C=C1)N1CCN(CC1)C(=O)OC(C)(C)C)Cl)C(C(=O)OCC)C1=C2N(C=N1)C[C@@H](C2)F